COC(=O)[C@H]1N(C[C@@H](C1)O)C([C@H](C(C)(C)C)N1N=NC(=C1)C1CC1)=O (2S,4r)-1-((S)-2-(4-cyclopropyl-1H-1,2,3-triazol-1-yl)-3,3-dimethylbutyryl)-4-hydroxypyrrolidine-2-carboxylic acid methyl ester